C(C)(=O)C1=CN(C2=CC=C(C=C12)C1=CN=NC=C1)CC(=O)N1[C@@H](C[C@H](C1)F)C(=O)NC=1C(=NNC1)C1=C(C=C(C=C1)Cl)Cl (2S,4R)-1-(2-(3-acetyl-5-(pyridazin-4-yl)-1H-indol-1-yl)acetyl)-N-(3-(2,4-dichlorophenyl)-1H-pyrazol-4-yl)-4-fluoropyrrolidine-2-carboxamide